ClC=1C(N(C=CC1C(F)(F)F)C1=CC=C(C=C1)N1N=CC(=C1C(F)(F)F)C(=O)NCC)=O 1-(4-(3-chloro-2-oxo-4-(trifluoromethyl)pyridin-1(2H)-yl)phenyl)-N-ethyl-5-(trifluoromethyl)-1H-pyrazole-4-carboxamide